bis({[(propan-2-yloxy)carbonyl]oxy}methyl) {[(2R,3S,4R,5R)-5-(2-chloro-6-{[(1S)-1-(4-fluorophenyl)ethyl]amino}-9H-purin-9-yl)-3,4-dihydroxyoxolan-2-yl]methoxy}methanephosphonate ClC1=NC(=C2N=CN(C2=N1)[C@H]1[C@@H]([C@@H]([C@H](O1)COCP(OCOC(=O)OC(C)C)(=O)OCOC(=O)OC(C)C)O)O)N[C@@H](C)C1=CC=C(C=C1)F